tert-butyl N-[(3R,4R)-4-methyl-1-(5-nitro-1H-indazol-4-yl)pyrrolidin-3-yl]carbamate C[C@H]1[C@H](CN(C1)C1=C2C=NNC2=CC=C1[N+](=O)[O-])NC(OC(C)(C)C)=O